Methyl 2-(2-(2-(4-((6-chlorohexanamido)methyl)piperidin-1-yl) thiazole-4-carboxamido)acrylamido)acrylate ClCCCCCC(=O)NCC1CCN(CC1)C=1SC=C(N1)C(=O)NC(C(=O)NC(C(=O)OC)=C)=C